BrC1=CC=C2C=3C=CC(=CC3C(C2=C1)(CCCCCCCCCCCCCCCCCC)CCCCCCCCCCCCCCCCCC)C1=CC=C(C=C1)O 4-(7-bromo-9,9-dioctadecyl-9H-fluoren-2-yl)phenol